(3'S,5S,7'R)-12'-(benzyloxy)-3,3'-dimethyl-1',11'-dioxo-1',4',5',11'-tetrahydro-3'H,4H,7'H-spiro[isoxazole-5,6'-[2,7]methanopyrido[1,2-a][1,4]diazonine]-10'-carboxylic acid C(C1=CC=CC=C1)OC=1C(C(=CN2C1C(N1[C@H](CC[C@@]3([C@H]2C1)CC(=NO3)C)C)=O)C(=O)O)=O